5-(4-cyclopropyl-1H-imidazol-1-yl)-1-ethyl-2-(6-(4-isopropyl-4H-1,2,4-triazol-3-yl)pyridin-2-yl)-indazol-3-one C1(CC1)C=1N=CN(C1)C=1C=C2C(N(N(C2=CC1)CC)C1=NC(=CC=C1)C1=NN=CN1C(C)C)=O